C1(=CC=CC=C1)C1=NC(=NC(=N1)NC1=CC=CC=C1)NC(=O)C=1NC=CC1 1H-Pyrrole-2-carboxylic acid (4-phenyl-6-phenylamino-[1,3,5]triazin-2-yl)-amide